C1(=CC=C(C=C1)C1=NN=C2SC(=NN21)S)C 3-(p-tolyl)-[1,2,4]triazolo[3,4-b][1,3,4]thiadiazole-6-thiol